N-((2-((4-Fluorobenzyl)oxy)pyridin-4-yl)methyl)-2-(3-fluorophenyl)acetamide FC1=CC=C(COC2=NC=CC(=C2)CNC(CC2=CC(=CC=C2)F)=O)C=C1